7-bromo-5-methoxybenzo[d]oxazole-2-thiol BrC1=CC(=CC=2N=C(OC21)S)OC